C(C)C1(COC1)COC1C2(CCC(C1)C2(C)C)C bornyl (3-ethyl-3-oxetylmethyl) ether